FC=1C=C(C=NC1)CN1C(=NC2=NC=C(C=C21)C=2C=CN1N=CN=C(C12)OC)C 1-((5-fluoropyridin-3-yl)methyl)-6-(4-methoxypyrrolo[2,1-f][1,2,4]triazin-5-yl)-2-methyl-1H-imidazo[4,5-b]pyridine